2,4-diamino-6-fluoropyrimidine NC1=NC(=CC(=N1)N)F